4,5-dichloro-N1-(2-methoxybenzyl)-N3-(5-morpholinopyridin-2-yl)isophthalamide ClC1=C(C=C(C(=O)NCC2=C(C=CC=C2)OC)C=C1Cl)C(=O)NC1=NC=C(C=C1)N1CCOCC1